3,3-dimethyl-1-(pyridin-2-yl)butan-1-one CC(CC(=O)C1=NC=CC=C1)(C)C